The molecule is a dihydroxyanthraquinone compound in which the hydroxy groups are at C-1 and C-2 and which has a bis[(carboxymethyl)amino]methyl substituent at the 3-position. It has a role as a colorimetric reagent. It is a dicarboxylic acid and a dihydroxyanthraquinone. C1=CC=C2C(=C1)C(=O)C3=C(C2=O)C(=C(C(=C3)CN(CC(=O)O)CC(=O)O)O)O